CC1=C(OC=2C=NC(=NC2)N2C3COCC2CC3)C=CC(=C1)[N+](=O)[O-] 8-(5-(2-methyl-4-nitrophenoxy)pyrimidin-2-yl)-3-oxa-8-azabicyclo[3.2.1]octane